CC1=C(C(=O)P(C(C2=C(C=C(C=C2C)C)C)=O)=O)C(=CC(=C1)C)C Bis(2,4,6-trimethylbenzoyl)phosphine oxide